BrC=1N=C(N(C1)CCC[C@@H](C(=O)[O-])NC(=O)OC(C)(C)C)[N+](=O)[O-] (2S)-5-(4-bromo-2-nitro-1H-imidazol-1-yl)-2-{[(tert-butoxy)carbonyl]amino}pentanoate